C(C)(=O)OC(C)C1=C(C(=CC=C1)C(C)C)O 1-(2-hydroxy-3-isopropylphenyl)ethyl acetate